3-(2-methoxypyridin-4-yl)bicyclo[4.2.0]Oct-1(6),2,4-trien-2-ol COC1=NC=CC(=C1)C1=C(C=2CCC2C=C1)O